N-(2,4-difluoro-3-(7-fluoro-3-(1H-imidazol-2-yl)-1H-indazol-6-yl)phenyl)-2,3-difluorobenzenesulfonamide FC1=C(C=CC(=C1C1=CC=C2C(=NNC2=C1F)C=1NC=CN1)F)NS(=O)(=O)C1=C(C(=CC=C1)F)F